1-cyclopentyl-4-((6-(oxazol-5-yl)pyridazin-3-yl)methyl)piperazine-2,3-dione C1(CCCC1)N1C(C(N(CC1)CC=1N=NC(=CC1)C1=CN=CO1)=O)=O